(R)-1-(6-aminopyridin-3-yl)-3,3-dimethyl-piperidin-4-ol NC1=CC=C(C=N1)N1CC([C@@H](CC1)O)(C)C